3-((propylphenoxy)carbonylamino-methyl)-3,5,5-trimethylcyclohexylcarbamate C(CC)C1=C(OC(=O)NCC2(CC(CC(C2)(C)C)NC([O-])=O)C)C=CC=C1